OCP(CCC(=O)O)(CO)CO β-[tris(hydroxymethyl)phosphino]propionic acid